(2R,3R,4S,5R)-2-(6-(benzylamino)-9H-purin-9-yl)-5-(hydroxymethyl)tetrahydrofuran-3,4-diol C(C1=CC=CC=C1)NC1=C2N=CN(C2=NC=N1)[C@@H]1O[C@@H]([C@H]([C@H]1O)O)CO